BENZTHIAZOLE S1C=NC2=C1C=CC=C2